C(C)C1=CC2=C(C3=CC=CC=C3C(=C2C=C1)OCCC)OCCC 2-ethyl-9,10-di(n-propoxy)-anthracene